2-(3-(trifluoromethyl)piperidin-1-yl)-N-((2-(trifluoromethyl)pyridin-3-yl)methyl)pyrido[2,3-d]pyrimidin-4-amine FC(C1CN(CCC1)C=1N=C(C2=C(N1)N=CC=C2)NCC=2C(=NC=CC2)C(F)(F)F)(F)F